N-(3-chloro-2,4-difluorophenyl)-2,2,2-trifluoro-N-(methyl-d3)acetamide ClC=1C(=C(C=CC1F)N(C(C(F)(F)F)=O)C([2H])([2H])[2H])F